FC(C(=O)O)(F)F.C(C)(C)NC(=O)C=1N=C(NC1C)C1=NC=CC(=C1)C=1C=NC=C(C1)S(=O)(=O)C N-Isopropyl-5-methyl-2-[5-(methylsulfonyl)-3,4'-bipyridin-2'-yl]-1H-imidazole-4-carboxamide trifluoroacetate salt